C(C)(C)(C)OC(=O)C=1OC=CC=NC1 [1,4]Oxazepin-2(1H)-carboxylic acid tert-butyl ester